decylene sebacate C1(CCCCCCCCC(=O)OCCCCCCCCCCO1)=O